C1(=C(C(=CC(=C1)C)C)CC=O)C 2-MESITYLACETALDEHYDE